(+)-N-(2-((2,3-Dimethyl-1H-indol-1-yl)(4-methoxyphenyl)methyl)benzofuran-3-yl)-4-methylbenzenesulfonamide CC=1N(C2=CC=CC=C2C1C)C(C=1OC2=C(C1NS(=O)(=O)C1=CC=C(C=C1)C)C=CC=C2)C2=CC=C(C=C2)OC